7-((4-(2-methyl-6-(methylcarbamoyl)pyridin-3-yl)piperazin-1-yl)methyl)-6-fluoro-3-chloro-pyrazolo[1,5-a]quinoxalin-4(5H)-one CC1=NC(=CC=C1N1CCN(CC1)CC=1C(=C2NC(C=3N(C2=CC1)N=CC3Cl)=O)F)C(NC)=O